(6,7-difluoro-2-oxo-1,4-dihydroquinazolin-3-yl)acetic acid FC=1C=C2CN(C(NC2=CC1F)=O)CC(=O)O